S1C(=NC2=C1C=CC=C2)SC2=CC(=C(C=C2F)NC(C2=CC=CC=C2)=O)C N-(4-(benzo[d]thiazol-2-ylsulfanyl)-5-fluoro-2-methylphenyl)benzamide